6-(2,4-difluorophenyl)-5-(1-(pyridin-4-yl)ethoxy)isoindolin-1-one FC1=C(C=CC(=C1)F)C1=C(C=C2CNC(C2=C1)=O)OC(C)C1=CC=NC=C1